CC1=CCC=CC1 5-methylcyclohexa-1,4-diene